methoxy-α-(trifluoromethyl)phenylacetic acid COC(C(=O)O)(C(F)(F)F)C1=CC=CC=C1